C[C@@H]1CN(C[C@@H](C1)NC1=C2C(=NC=C1C=1OC=C(N1)S(=O)(=O)C)NC=C2)C(CC#N)=O 3-((3S,5R)-3-methyl-5-((5-(4-(methylsulfonyl)oxazol-2-yl)-1H-pyrrolo[2,3-b]pyridin-4-yl)amino)piperidin-1-yl)-3-oxopropanenitrile